5-(ethyl(phenyl)amino)-[1,2,4]triazolo[4,3-a]quinazoline-8-carbaldehyde C(C)N(C1=NC=2N(C3=CC(=CC=C13)C=O)C=NN2)C2=CC=CC=C2